N-Cyclopentyl-N,4-dimethyl-5-(2-((5-(piperazin-1-yl)pyridin-2-yl)amino)pyrimidin-4-yl)thiazol-2-amine C1(CCCC1)N(C=1SC(=C(N1)C)C1=NC(=NC=C1)NC1=NC=C(C=C1)N1CCNCC1)C